N,N'-Bis[(2-hydroxy-5-sulfonatophenyl)-methylen]-1,2-diaminoethan OC1=C(C=C(C=C1)S(=O)(=O)[O-])C=NCCN=CC1=C(C=CC(=C1)S(=O)(=O)[O-])O